1-((4-((4-(1H-pyrazol-1-yl)benzyl)(3-methoxybenzyl)amino)pyridin-2-yl)methyl)piperazin-2-one N1(N=CC=C1)C1=CC=C(CN(C2=CC(=NC=C2)CN2C(CNCC2)=O)CC2=CC(=CC=C2)OC)C=C1